4-(2-hydroxy-3-methoxybenzylamino)-N-(4-(piperazin-1-yl)phenyl)benzenesulfonamide OC1=C(CNC2=CC=C(C=C2)S(=O)(=O)NC2=CC=C(C=C2)N2CCNCC2)C=CC=C1OC